CN(S(=O)(=O)NC1=C(C(=O)O)C=CC(=C1)C(F)(F)F)C 2-((N,N-dimethyl-sulfamoyl)amino)-4-(trifluoromethyl)benzoic acid